C(C)(C)(C)OC([C@H](CCC(=O)OC(C)(C)C)NC(=O)N[C@@H](CCCCNC(C)=C1C(CC(CC1=O)(C)C)=O)C(=O)O)=O N2-(((S)-1,5-di-tert-butoxy-1,5-dioxopentan-2-yl)carbamoyl)-N6-(1-(4,4-dimethyl-2,6-dioxocyclohexylidene)ethyl)-L-lysine